tert-butyl (S)-1-(((R)-1-(5-(2-methoxyquinolin-3-yl)-1H-imidazol-2-yl)-2-((4-oxohexyl)oxy)ethyl)carbamoyl)-6-azaspiro[2.5]octane-6-carboxylate COC1=NC2=CC=CC=C2C=C1C1=CN=C(N1)[C@H](COCCCC(CC)=O)NC(=O)[C@H]1CC12CCN(CC2)C(=O)OC(C)(C)C